MethylBenzofuran CC1=CC2=CC=CC=C2O1